C(C)OC(=O)C1=C(N(C2=CC(=C(C=C12)O)Br)C)CSC1=CC=CC=C1 6-bromo-5-hydroxy-1-methyl-2-[(phenylthio)methyl]-1H-indole-3-carboxylic acid ethyl ester